FC(OC=1C(=NC=C(C1)CC(C(F)(F)F)(C)C)N1C(=NC(=C1C)C(=O)OCC)CC)F ethyl 1-(3-(difluoromethoxy)-5-(3,3,3-trifluoro-2,2-dimethylpropyl)pyridin-2-yl)-2-ethyl-5-methyl-1H-imidazole-4-carboxylate